p-(2,3-Epoxypropoxy)-N,N-bis(2,3-epoxypropyl)aniline C1C(O1)CN(CC2CO2)C3=CC=C(C=C3)OCC4CO4